N-isopropyl-4-methylthiazol-2-amine C(C)(C)NC=1SC=C(N1)C